FC(C1=CN=C2N1C=C(C=C2)C2=CNC=1N=C(N=CC12)NCC(C)C)F 5-(3-(difluoromethyl)imidazo[1,2-a]pyridin-6-yl)-N-isobutyl-7H-pyrrolo[2,3-d]pyrimidin-2-amine